5-(bromomethyl)-3-(2-bromophenyl)-1,2,4-oxadiazole BrCC1=NC(=NO1)C1=C(C=CC=C1)Br